N-(4-(furan-2-yl)-5-(4-methyl-quinazoline-6-yl)pyrimidine-2-yl)cyclopropyl-formamide O1C(=CC=C1)C1=NC(=NC=C1C=1C=C2C(=NC=NC2=CC1)C)N(C=O)C1CC1